[Cl-].C(=N)N.[Pb+2].[Cl-] Lead formamidine chloride